tert-butyl ((S)-(7-((R)-(((S)-tert-butylsulfinyl)amino)(cyclopropyl)methyl)imidazo[1,2-b]pyridazin-2-yl)(4,4-difluorocyclohexyl)methyl)carbamate C(C)(C)(C)[S@](=O)N[C@@H](C1=CC=2N(N=C1)C=C(N2)[C@H](C2CCC(CC2)(F)F)NC(OC(C)(C)C)=O)C2CC2